N[C@H]1CN(CCC1)C(=O)C1=CC2=C(N(C(=N2)C=2N(C3=CC=CC=C3C2)CC)C)C(=C1)OCCOC (R)-(3-Aminopiperidin-1-yl)(2-(1-ethyl-1H-indol-2-yl)-7-(2-methoxyethoxy)-1-methyl-1H-benzo[d]imidazol-5-yl)methanon